4'-hydroxy-2-biphenylcarboxylic acid OC1=CC=C(C=C1)C=1C(=CC=CC1)C(=O)O